S-sulfo-L-cysteine sodium [Na].S(=O)(=O)(O)SC[C@H](N)C(=O)O